2-(2-(cyclopropanesulfonamido)pyrimidin-4-yl)-N-(4-(6-(2,2,2-trifluoroethoxy)pyrazin-2-yl)phenyl)acetamide C1(CC1)S(=O)(=O)NC1=NC=CC(=N1)CC(=O)NC1=CC=C(C=C1)C1=NC(=CN=C1)OCC(F)(F)F